[Si](C)(C)(C(C)(C)C)OC(CC=O)C1=CC=CC=C1 3-((tert-butyldimethylsilyl)oxy)-3-phenylpropionaldehyde